6-(2-(5-((4-((2,2-dioxido-6-oxa-2-thia-9-azaspiro[4.5]decan-9-yl)methyl)phenyl)ethynyl)pyridin-2-yl)ethyl)-5-hydroxypyrimidin-4(3H)-one O=S1(CC2(CC1)OCCN(C2)CC2=CC=C(C=C2)C#CC=2C=CC(=NC2)CCC2=C(C(NC=N2)=O)O)=O